[Br-].[Br-].N1=C(C=CC=C1)C1=NC=CC=C1.[Ni+2] nickel (2,2'-bipyridine) dibromide